C(C1=CC=CC=C1)C1=NC(=NN1)C(=O)NC1C(N(C=2N(CC1)N=C(C2)C2=CC=CC=C2)C)=O 5-benzyl-N-(4-methyl-5-oxo-2-phenyl-5,6,7,8-tetrahydro-4H-pyrazolo[1,5-a][1,3]diazepin-6-yl)-1H-1,2,4-triazole-3-carboxamide